(R)-3-(1-methyl-3-(4-(1-methyl-1H-pyrazol-4-yl)phenyl)ureido)pyrrolidine-1-carboxylic acid tert-butyl ester C(C)(C)(C)OC(=O)N1C[C@@H](CC1)N(C(=O)NC1=CC=C(C=C1)C=1C=NN(C1)C)C